CC1(OB(OC1(C)C)C1=C(C(=CC=C1C)C)C)C 4,4,5,5-tetramethyl-2-(2,3,6-trimethylphenyl)-1,3,2-dioxaborolane